The molecule is a tryptamine alkaloid and a member of tryptamines. It has a role as a metabolite. It derives from a tryptamine. CNCCC1=CNC2=CC=CC=C21